ClC=1C=C(CN(C(OC(C)(C)C)=O)CCC(=O)NCCCNC2=C3C=NN(C3=CC(=C2)C2=NC(=NC=C2)Cl)C2OCCCC2)C=CC1OC(F)(F)F tert-butyl (3-chloro-4-(trifluoromethoxy)benzyl)(3-((3-((6-(2-chloropyrimidin-4-yl)-1-(tetrahydro-2H-pyran-2-yl)-1H-indazol-4-yl)amino)propyl)amino)-3-oxopropyl)carbamate